C[Si](OCC)(OCC)OC(C(=C)C)=O methylmethacryloxydiethoxysilane